C(C)(C)(C)OC(N(CCC=1OC(=NN1)C1=C(C=CC=C1)NC1=CC=C(C=C1)C(F)(F)F)CC)=O tert-butylethyl(2-(5-(2-((4-(trifluoromethyl)phenyl)amino)phenyl)-1,3,4-oxadiazol-2-yl)ethyl)carbamate